C1=NC=CC2=C(C=CC=C12)N([C@@H]1CN(CC1)C(=O)OC(C)(C)C)C tert-butyl (S)-3-(isoquinolin-5-yl(methyl)amino)pyrrolidine-1-carboxylate